((1r,4r)-4-methoxycyclohexyl) methanesulfonate CS(=O)(=O)OC1CCC(CC1)OC